ClC(CO)C(CCCCC)Cl 2,3-dichlorooctanol